[Na].OCC(C)O 1,2-dihydroxypropane sodium